N-behenyl-sphinganine C(CCCCCCCCCCCCCCCCCCCCC)N[C@@H](CO)[C@H](O)CCCCCCCCCCCCCCC